2-PropenaMide C(C=C)(=O)N